4-acetyl-2-methoxyphenolate C(C)(=O)C1=CC(=C(C=C1)[O-])OC